N-(azetidin-3-yl)-6-chloro-8-fluoro-7-(7-fluoro-1,3-benzothiazol-4-yl)quinazolin-4-amine N1CC(C1)NC1=NC=NC2=C(C(=C(C=C12)Cl)C1=CC=C(C2=C1N=CS2)F)F